C(#N)C=1C2=C(C(=NC1N1[C@H](CC1)C)N1C[C@H]3C([C@@H](C1)C3)CC(=O)O)CCC2(F)F 2-((1R,5S)-3-(4-cyano-5,5-difluoro-3-((S)-2-methylazetidin-1-yl)-6,7-dihydro-5H-cyclopenta[c]pyridin-1-yl)-3-azabicyclo[3.1.1]heptan-6-yl)acetic acid